Cl.Cl.C(CC)N1CCC(CC1)C=1C=C(N)C=CC1 3-(1-Propylpiperidin-4-yl)aniline dihydrochloride